C(#N)C1=CN=C2N1C(=CC(=C2)C=2N=NN(C2C)C2CC1(C2)CCN(CC1)C(=O)OC(C)(C)C)OC tert-butyl 2-[4-(3-cyano-5-methoxy-imidazo[1,2-a]pyridin-7-yl)-5-methyl-triazol-1-yl]-7-azaspiro[3.5]nonane-7-carboxylate